(Z)-undec-2-ene-1-ol C(\C=C/CCCCCCCC)O